C(CCCC)O[N+](=O)[O-] Pentylnitrat